(R)-methylsulfinic acid CS(=O)O